p-terphenyl chloride [Cl-].C1(=CC=CC=C1)C1=CC=C(C=C1)C1=CC=CC=C1